NC[C@@H]1CN(CCC1)C1=NC=CC(=C1)C=1C(=C(C=C(C1)F)C1=CC(=C(C=C1)N1C(N(C=C1)C)=O)Cl)O (R)-1-(3'-(2-(3-(aminomethyl)piperidin-1-yl)pyridin-4-yl)-3-chloro-5'-fluoro-2'-hydroxy-[1,1'-biphenyl]-4-yl)-3-methyl-1H-imidazol-2(3H)-one